NCCC1=C(C=C(C(=C1)C)Cl)Cl 1-[2-(amino)ethyl]-2,4-dichloro-5-methylbenzene